ClC=1C=CC=2N=CN=C(C2N1)NC=1C=NC(=CC1)OC1=CC=CC=C1 6-chloro-N-(6-phenoxy-3-pyridyl)pyrido[3,2-d]pyrimidin-4-amine